(S)-(4-(7-fluoropyrazolo[1,5-a]pyridin-2-yl)-6,7-dihydro-1H-imidazo[4,5-c]pyridin-5(4H)-yl)(5-(1-methyl-1H-pyrazol-3-yl)-1,3,4-oxadiazol-2-yl)methanone FC1=CC=CC=2N1N=C(C2)[C@H]2N(CCC1=C2N=CN1)C(=O)C=1OC(=NN1)C1=NN(C=C1)C